methyl 6-chloro-3-fluoropyridine-2-carboxylate ClC1=CC=C(C(=N1)C(=O)OC)F